3,3-diphenyl-alanine tert-butyl-(8-chloro-9-fluoro-5,6-dihydro-4H-pyrrolo[3,2,1-ij]quinolin-5-yl)(methyl)carbamate C(C)(C)(C)CN(C(O)=O)C1CN2C3=C(C(=C(C=C3C1)Cl)F)C=C2.C2(=CC=CC=C2)C([C@H](N)C(=O)O)C2=CC=CC=C2